1-(3,4-Dichlorophenyl)-N-(furan-2-ylmethyl)-1H-pyrrolo[2,3-b]pyridine-2-carboxamide ClC=1C=C(C=CC1Cl)N1C(=CC=2C1=NC=CC2)C(=O)NCC=2OC=CC2